1-(difluoromethyl)-4-fluoro-2-nitrobenzene FC(C1=C(C=C(C=C1)F)[N+](=O)[O-])F